(3S)-1-(7-phenyl-1,2,3,4-tetrahydroacridin-9-yl)pyrrolidin-3-amine hydrochloride Cl.C1(=CC=CC=C1)C1=CC=C2N=C3CCCCC3=C(C2=C1)N1C[C@H](CC1)N